(S)-2-(1-(2-fluoro-acryl)piperazine-2-yl)acetonitrile FC(C(=O)N1[C@H](CNCC1)CC#N)=C